ClC=1C(=CC(=C(C1)NC(=O)N1C2CC=3C(=NNC(C3)=O)C1CC2)F)C(F)(F)F (±)-N-(5-Chloro-2-fluoro-4-(trifluoromethyl)phenyl)-3-oxo-3,5,6,7,8,9-hexahydro-2H-6,9-epiminocyclohepta[c]pyridazine-10-carboxamide